N1[C@@H](CCC1)B(O)O (R)-2-pyrrolidinylboronic acid